N(=[N+]=[N-])\C(\C(=O)OC)=C/C1=C(C=CC(=C1)Br)OC methyl (Z)-2-azido-3-(5-bromo-2-methoxy-phenyl)prop-2-enoate